1-(2-(tert-butyldimethylsilyloxy)ethyl)pyridin-2(1H)-one [Si](C)(C)(C(C)(C)C)OCCN1C(C=CC=C1)=O